C(#N)[C@@H]1C[C@@]2(CN1C([C@H](CC(C)(C)F)N(C(=O)C=1NC3=CC(=CC(=C3C1)F)F)C([2H])([2H])[2H])=O)C(NC1=CC(=CC=C12)C(F)(F)F)=O N-((S)-1-((3R,5'S)-5'-cyano-2-oxo-6-(trifluoromethyl)spiro[indoline-3,3'-pyrrolidin]-1'-yl)-4-fluoro-4-methyl-1-oxopentan-2-yl)-4,6-difluoro-N-(methyl-d3)-1H-indole-2-carboxamide